ClC=1C=NC=C(C1[C@@H](C)OC=1C=C2C(=NN(C2=CC1)C1OCCCC1)C1=CC=C(N=N1)N1CC(C1)(N)CC)Cl 1-[6-[5-[(1R)-1-(3,5-dichloro-4-pyridyl)ethoxy]-1-tetrahydropyran-2-yl-indazol-3-yl]pyridazin-3-yl]-3-ethyl-azetidin-3-amine